5-[4-(6-chloro-5-fluoro-indolin-1-yl)quinazolin-6-yl]pyridine-3-carbaldehyde ClC1=C(C=C2CCN(C2=C1)C1=NC=NC2=CC=C(C=C12)C=1C=C(C=NC1)C=O)F